COC1=C(SC(=C1OC)C=O)C=O 3,4-dimethoxythiophene-2,5-dicarboxaldehyde